O[C@@H]1CC[C@H](CC1)NC=1N=NC(=C2C1C=NC=C2)C2=CC=C1C(CCO1)=C2O trans-5-[4-[(4-Hydroxycyclohexyl)amino]pyrido[3,4-d]pyridazin-1-yl]-2,3-dihydrobenzofuran-4-ol